(8R,9R,10S)-10-(hydroxymethyl)-9-[4-(2-phenylethynyl)phenyl]-N-(pyridin-3-yl)-1,6-diazabicyclo[6.2.0]decane-6-carboxamide OC[C@@H]1[C@@H]([C@@H]2CN(CCCCN12)C(=O)NC=1C=NC=CC1)C1=CC=C(C=C1)C#CC1=CC=CC=C1